C(C)(=O)[O-].C(C)[NH+]1CC(CC1)CC 1,3-Diethylpyrrolidinium acetat